6-bromo-1,2,3,4-tetrahydro-1,8-diaza-2-naphthalenone BrC=1C=C2CCC(NC2=NC1)=O